O1C(=CC=C1)CNC1=NC=NN2C1=CC=C2 N-(furan-2-ylmethyl)pyrrolo[2,1-f][1,2,4]triazin-4-amine